C(C)C=1N=C(N2N=C(N=CC21)S(=O)C)C2(CCC2)CC 5-ethyl-7-(1-ethylcyclobutyl)-2-methanesulfinylimidazo[4,3-f][1,2,4]triazine